FC=1C=C(C=CC1F)CN1[C@H](CCC1=O)CC(=O)O 2-[(2R)-1-[(3,4-difluorophenyl)methyl]-5-oxopyrrolidine-2-yl]acetic acid